ClC=1C=CC=C2C=CN(C12)C(C)C 7-chloro-1-isopropylindole